pentadecan phosphonate P(O)(O)=O.CCCCCCCCCCCCCCC